ClC=1C2=C(N(C(N1)=O)C[C@H]1N(CCC1)C)N=C(C(=C2)F)Cl (S)-4,7-dichloro-6-fluoro-1-((1-methylpyrrolidin-2-yl)methyl)pyrido[2,3-d]pyrimidin-2(1H)-one